6-[[2-[[4-(2,4-dichlorophenyl)-5-(4-methyl-1H-imidazol-2-yl)-2-pyrimidinyl]amino]ethyl]amino]nicotinonitrile ClC1=C(C=CC(=C1)Cl)C1=NC(=NC=C1C=1NC=C(N1)C)NCCNC1=NC=C(C#N)C=C1